tin manganese tantalum [Ta].[Mn].[Sn]